methyl (S)-2-(((benzyloxy)carbonyl)amino)-5-((t-butoxycarbonyl)amino)pentanoate C(C1=CC=CC=C1)OC(=O)N[C@H](C(=O)OC)CCCNC(=O)OC(C)(C)C